F[C@@H]1[C@]2(CC[C@@](C[C@@H]1N(C1=CC=C(N=N1)C1=C(C=C(C=C1)N1C=NC=C1)O)C)(N2C)C)C 2-(6-(((1R,2S,3S,5S)-2-fluoro-1,5,8-trimethyl-8-azabicyclo[3.2.1]octan-3-yl)(methyl)amino)pyridazin-3-yl)-5-(1H-imidazol-1-yl)phenol